N-(2-chloro-4-cyanophenyl)-2-(4-((1-(2-(2,6-dioxopiperidin-3-yl)-1,3-Dioxoisoindoline-5-yl)azetidin-3-yl)ethynyl)-1H-pyrazol-1-yl)-2-methylpropionamide ClC1=C(C=CC(=C1)C#N)NC(C(C)(C)N1N=CC(=C1)C#CC1CN(C1)C=1C=C2C(N(C(C2=CC1)=O)C1C(NC(CC1)=O)=O)=O)=O